[C@H]12CN(C[C@H](CC1)N2)C2=NC(=NC1=C(C(=C(C=C21)Cl)C=2C=C(N)C=CC2Cl)F)OCC21CCCN1CCC2 3-(4-((1R,5S)-3,8-diazabicyclo[3.2.1]octan-3-yl)-6-chloro-8-fluoro-2-((tetrahydro-1H-pyrrolizin-7a(5H)-yl)methoxy)quinazolin-7-yl)-4-chloroaniline